3-Amino-7-ethyl-4-(7-fluoro-1H-indazol-4-yl)-6-methyl-1H-1,5-naphthyridin NC=1CNC2=CC(=C(N=C2C1C1=C2C=NNC2=C(C=C1)F)C)CC